C12(CCC3=CC(=CC=C13)OCC(=O)O)COCC2 2-((4,5-dihydro-2H-spiro[furan-3,1'-indan]-5'-yl)oxy)acetic acid